ClC(C1=NC(=NO1)C=1C=NC(=NC1)NC(C)C=1N=CSC1)(F)F 5-[5-[chloro(difluoro)methyl]-1,2,4-oxadiazol-3-yl]-N-[1-(1,3-thiazol-4-yl)ethyl]pyrimidin-2-amine